C(C)C=1C(NC=2C=C(C=NC2C1)CN1CCN([C@H]2CC[C@@H]12)C=1C=CC(=NC1)C(=O)NC)=C=O 5-((1S,6R)-5-((7-ethyl-6-carbonyl-5,6-dihydro-1,5-naphthyridin-3-yl)methyl)-2,5-diazabicyclo[4.2.0]octan-2-yl)-N-methylpyridine-2-carboxamide